7-(3-Methyloctan-2-yl)-4-(2-methylpent-2-en-3-yl)-3,4-dihydro-2H-chromene-2,5-diol CC(C(C)C=1C=C(C=2C(CC(OC2C1)O)C(=C(C)C)CC)O)CCCCC